O=C(CCOC[C@H](C)NC1=C(C(NN=C1)=O)C(F)(F)F)N1[C@@H]2[C@H](CC1)N(CC2)C2=NC=C(C=N2)C(F)(F)F 5-(((S)-1-(3-Oxo-3-((3aS,6aS)-4-(5-(trifluoromethyl)pyrimidin-2-yl)hexahydropyrrolo[3,2-b]pyrrol-1(2H)-yl)propoxy)propan-2-yl)amino)-4-(trifluoromethyl)pyridazin-3(2H)-one